ClC=1C=CC=C2C=CC=C(C12)N1CC=2N=C(N=C(C2CC1)N([C@H]1CNCC1)C)OCC12CCCN2CCC1 (R)-7-(8-chloronaphthalen-1-yl)-2-((hexahydro-1H-pyrrolizin-7a-yl)methoxy)-N-methyl-N-(pyrrolidin-3-yl)-5,6,7,8-tetrahydropyrido[3,4-d]pyrimidin-4-amine